3-{[(2R)-4-methylmorpholin-2-yl]methoxy}-5-(5-methyl-1,3-thiazol-2-yl)-N-{[2-(trifluoromethyl)pyrimidin-5-yl]methyl}benzamide CN1C[C@@H](OCC1)COC=1C=C(C(=O)NCC=2C=NC(=NC2)C(F)(F)F)C=C(C1)C=1SC(=CN1)C